CC1=C(C=CC(=C1)C)NCC(O)C1=NNC(O1)=O 5-[2-(2,4-dimethylphenylamino)-1-hydroxyethyl]-1,3,4-oxadiazol-2(3H)-one